4-oxo-N-({6-[(4-phenylpiperazin-1-yl)methyl]imidazo[1,2-a]pyridin-2-yl}methyl)-4H-pyrido[1,2-a]pyrimidine-2-carboxamide O=C1C=C(N=C2N1C=CC=C2)C(=O)NCC=2N=C1N(C=C(C=C1)CN1CCN(CC1)C1=CC=CC=C1)C2